2,6-dichloro-4-(2-methoxypropoxy)pyridine silver trifluoromethanesulfonic acid salt FC(S(=O)(=O)[O-])(F)F.[Ag+].ClC1=NC(=CC(=C1)OCC(C)OC)Cl